tert-butyl N-[(1S)-3-(4-cyano-2-fluoro-5,6,7,8,9,10-hexahydrocyclohepta[b]indol-1-yl)cyclohex-3-en-1-yl]carbamate C(#N)C=1C=C(C(=C2C3=C(NC12)CCCCC3)C=3C[C@H](CCC3)NC(OC(C)(C)C)=O)F